CS(=O)(=O)C1=CC=C(C=C1)C1=CN=CC(=N1)C1=CC(=CS1)NC(CCCC)=O N-(5-(6-(4-(methylsulfonyl)phenyl)pyrazin-2-yl)thiophen-3-yl)pentanamide